tert-Butyl (3S)-4-(6-(2-((tert-butoxycarbonyl)amino)-3-cyano-7-fluorothieno[3,2-c]pyridin-4-yl)-5-fluoro-7,9-dihydrofuro[3,4-f]quinazolin-3-yl)-3-methyl-1,4-diazepane-1-carboxylate C(C)(C)(C)OC(=O)NC1=C(C=2C(=NC=C(C2S1)F)C=1C2=C(C=3C=NC(=NC3C1F)N1[C@H](CN(CCC1)C(=O)OC(C)(C)C)C)COC2)C#N